(E)-3-(benzo[d][1,3]-dioxol-5-yl)-N-(1H-pyrazol-5-yl)-N-(thiophen-2-ylmethyl)acrylamide O1COC2=C1C=CC(=C2)/C=C/C(=O)N(CC=2SC=CC2)C2=CC=NN2